NC1=C(C=C(C=N1)C1=CC=C(C=C1)C(=O)N1C[C@H](CC1)N(C)C)OCC1=C(C=CC=C1F)Cl {4-[6-amino-5-(2-chloro-6-fluoro-benzyloxy)-pyridin-3-yl]-phenyl}-[(3S)-3-dimethylamino-pyrrolidin-1-yl]-methanone